9-(2,4-Diaminophenyl)-10-oxo-10-[4-(3-oxo-3-phenylprop-1-enyl)phenoxy]decanoic acid NC1=C(C=CC(=C1)N)C(CCCCCCCC(=O)O)C(OC1=CC=C(C=C1)C=CC(C1=CC=CC=C1)=O)=O